FC(C=1N=C(NC1)C1=CNC2=NC=CC=C21)(F)F 3-(4-(trifluoromethyl)-1H-imidazol-2-yl)-1H-pyrrolo[2,3-b]pyridine